3-(4-fluoro-3-(trifluoromethyl)phenoxy)-1-methylcyclobutane-1-amine hydrochloride HCl Cl.Cl.FC1=C(C=C(OC2CC(C2)(N)C)C=C1)C(F)(F)F